7-Deaza-7-Propargylamino-2'-deoxyguanosine 1,1-dimethylethyl-((1R)-1-{[(6-{[3-(1-methylethyl)-1,2-benzisoxazol-4-yl]oxy}-3-pyridinyl)amino]carbonyl}propyl)carbamate CC(C)(C)N(C(=O)OC[C@@H]1[C@H](C[C@@H](O1)N1C=C(C=2C(=O)NC(N)=NC12)NCC#C)O)[C@H](CC)C(=O)NC=1C=NC(=CC1)OC1=CC=CC2=C1C(=NO2)C(C)C